OC1=CC=C(C(=O)N(C)C)C=C1 4-hydroxy-N,N-dimethylbenzamide